C1(CC(C(CC1)C(C)C)OC(CCC(=O)[O-])=O)C Monomenthylsuccinat